ClC=1C(=C(C=CC1)NC1=C(C(=O)[O-])C=CC=C1)C (3-chloro-2-methylphenylamino)benzoate